benzyl-4-toluenesulfonamide C(C1=CC=CC=C1)CC1=CC=C(C=C1)S(=O)(=O)N